[Na+].S([O-])([O-])=O.[Na+] Sulfurous acid, sodium salt